COC1=C(C(=CC(=C1)C1=CN(C(C2=CC(=NC=C12)NC)=O)C)OC)CN1CCN(CC1)C(CCCOC1=C2C(N(C(C2=CC=C1)=O)C1C(NC(CC1)=O)=O)=O)=O 4-[4-[4-([2,6-dimethoxy-4-[2-methyl-7-(methylamino)-1-oxo-2,6-naphthyridin-4-yl]phenyl]methyl)piperazin-1-yl]-4-oxobutoxy]-2-(2,6-dioxopiperidin-3-yl)isoindole-1,3-dione